2-(4-Bromo-3-fluorophenyl)-3-(4-cyclopropylphenyl)-6-hydroxypyrimidin-4-one BrC1=C(C=C(C=C1)C1=NC(=CC(N1C1=CC=C(C=C1)C1CC1)=O)O)F